(S)-tert-butyl (5-((4-amino-3-nitro-6-(1H-pyrazol-1-yl)pyridin-2-yl)amino)-2,3-dihydro-1H-inden-1-yl)carbamate NC1=C(C(=NC(=C1)N1N=CC=C1)NC=1C=C2CC[C@@H](C2=CC1)NC(OC(C)(C)C)=O)[N+](=O)[O-]